6-((2-((tert-Butyldiphenylsilyl)oxy)ethyl)(methyl)amino)-11-((N-(3-hexylundecanoyl)-N-methylglycyl)oxy)undecyl 3-hexylundecanoate C(CCCCC)C(CC(=O)OCCCCCC(CCCCCOC(CN(C)C(CC(CCCCCCCC)CCCCCC)=O)=O)N(C)CCO[Si](C1=CC=CC=C1)(C1=CC=CC=C1)C(C)(C)C)CCCCCCCC